propane-1-one C(CC)=O